O1C(=CC=C1)C(=O)NC=1C=C2C(=CNC2=CC1)C1CCN(CC1)C(C)(C)C 5-(2-furoyl)amino-3-(1-(tert-butyl)piperidin-4-yl)-1H-indole